CC1=C(C(=CC=C1)C)C(C=1C=C2C=3C=C(C=CC3N(C2=CC1)CC)N1C=2C=CC(=CC2C(C2=CC(=CC=C12)C(C)(C)C)(C)C)C(C)(C)C)C1=C(C=CC=C1C)C 10-(6-(Bis(2,6-dimethylphenyl)methyl)-9-ethyl-9H-carbazol-3-yl)-2,7-di-tert-butyl-9,9-dimethyl-9,10-dihydroacridine